3-(7-(3-acetamidophenyl)-1H-indol-3-yl)propionic acid C(C)(=O)NC=1C=C(C=CC1)C=1C=CC=C2C(=CNC12)CCC(=O)O